O1[C@H](CC1)COC=1C=NC=CC1C#N 3-{[(2R)-oxetan-2-yl]methoxy}pyridine-4-carbonitrile